7-chloroquinoline-3,8-dicarboxylate ClC1=CC=C2C=C(C=NC2=C1C(=O)[O-])C(=O)[O-]